C[C@@H]1C(=O)O[C@H]1C trans-2,3-dimethyl-β-propiolactone